5-hexanedienol C=CC=CC(C)O